(6-(2-(1-(but-3-yn-1-yl)-1H-1,2,3-triazol-4-yl)ethyl)-4-formyl-5-hydroxypyridin-3-yl)methyl phosphate P(=O)(OCC=1C=NC(=C(C1C=O)O)CCC=1N=NN(C1)CCC#C)([O-])[O-]